C(C)N(CC(C)OC(CCCCCC(=O)C1CCCCC1)=O)CC 2-diethylamino-1-methylethyl-7-cyclohexyl-7-oxo-heptanoate